tert-butyl 7-[2-[[[(4R)-4-cyano-4-methyl-isochroman-6-carbonyl] amino] methyl]-4-pyridyl]-2,7-diazaspiro[3.4]octane-2-carboxylate C(#N)[C@@]1(COCC2=CC=C(C=C12)C(=O)NCC1=NC=CC(=C1)N1CCC2(CN(C2)C(=O)OC(C)(C)C)C1)C